(S)-(tert-butyl 1-(5-(4-((5-chloro-3-fluoropyridin-2-yl) oxy) phenyl)-2H-tetrazol-2-yl)-3-hydroxypropan-2-yl) carbamate C(N)(O[C@@H](CN1N=C(N=N1)C1=CC=C(C=C1)OC1=NC=C(C=C1F)Cl)C(O)C(C)(C)C)=O